FC1=CC=C(C=C1)NC(CN1C(N(C2=C1C=C(C=C2C2=C(C(=O)OC)C=C(C(=C2)OC)O)C(F)(F)F)C)=O)=O methyl 2-(1-(2-((4-fluorophenyl)amino)-2-oxoethyl)-3-methyl-2-oxo-6-(trifluoromethyl)-2,3-dihydro-1H-benzo[d]imidazol-4-yl)-5-hydroxy-4-methoxybenzoate